nonylmyristate C(CCCCCCCC)OC(CCCCCCCCCCCCC)=O